1,8-diazabicyclo[5.4.0]undec-7-ene fumarate C(\C=C\C(=O)O)(=O)O.N12CCCCCC2=NCCC1